2-Amino-N-(1-(7-[(3R)-3-aminopyrrolidin-1-yl]-4-chloro-2H-indazol-6-yl)ethyl)pyrazolo[1,5-a]pyrimidine-3-carboxamide NC1=NN2C(N=CC=C2)=C1C(=O)NC(C)C=1C=C(C2=CNN=C2C1N1C[C@@H](CC1)N)Cl